C(C)(C)(C)OC(=O)N[C@H](C(=O)O)C(C1CCCC1)C1CCCCC1 (2S)-2-((tert-butoxycarbonyl)amino)-3-cyclohexyl-3-cyclopentylpropanoic acid